4-(6-(2-(3-methylbenzylidene)hydrazinyl)-2-morpholino-9H-purin-9-yl)aniline CC=1C=C(C=NNC2=C3N=CN(C3=NC(=N2)N2CCOCC2)C2=CC=C(N)C=C2)C=CC1